N-(3-(2-(Cyclopropancarboxamido)pyridin-4-yl)-1H-indol-7-yl)-5,6-difluoronicotinamid C1(CC1)C(=O)NC1=NC=CC(=C1)C1=CNC2=C(C=CC=C12)NC(C1=CN=C(C(=C1)F)F)=O